3-(1,8-naphthyridin-3-yl)-3-(5-(2-(5,6,7,8-tetrahydro-1,8-naphthyridin-2-yl)ethoxy)-1H-indazol-1-yl)propionic acid N1=CC(=CC2=CC=CN=C12)C(CC(=O)O)N1N=CC2=CC(=CC=C12)OCCC1=NC=2NCCCC2C=C1